(4S)-aminochromane hydrochloride Cl.NC1OC2=CC=CC=C2CC1